O1C(=NN=C1)C=1C=CC=C2C(=CN(C12)COCC[Si](C)(C)C)B(O)O 7-(1,3,4-oxadiazol-2-yl)-1-[[2-(trimethylsilyl)ethoxy]methyl]indol-3-ylboronic acid